FCCCN(CC[C@@H](C(=O)O)NC1=NC=NC2=CC(=CC=C12)OC)CCCCC1=NC=2NCCCC2C=C1 (S)-4-((3-fluoropropyl)(4-(5,6,7,8-tetrahydro-1,8-naphthyridin-2-yl)butyl)amino)-2-((7-methoxyquinazolin-4-yl)amino)butanoic acid